O=C1NC(=NC2=CC=CC=C12)CCC(=O)N1CCN(CC1)C=1N=CC(=NC1)C#N 5-[4-[3-(4-oxo-3H-quinazolin-2-yl)propionyl]piperazin-1-yl]pyrazine-2-carbonitrile